FC1=C(C#N)C=CC(=C1)CCN[C@H](C1=CC=CC=C1)[C@@H]1CNC2=C(O1)N=CC(=C2)C=2C=NN(C2)C 2-fluoro-4-(2-(((R)-((S)-7-(1-methyl-1H-pyrazol-4-yl)-2,3-dihydro-1H-pyrido[2,3-b][1,4]oxazin-3-yl)(phenyl)methyl)amino)ethyl)benzonitrile